N-(1H-pyrazol-3-yl)-2-(trifluoromethyl)benzamide N1N=C(C=C1)NC(C1=C(C=CC=C1)C(F)(F)F)=O